C(C)(C)(C)C1=CC(=C(C(=C1)OC)O)OC 4-tert-butyl-2,6-dimethoxyphenol